2-(2-(3,6-dihydro-2H-pyran-4-yl)-6-(4-(3-hydroxy-4-methylpicolinoyl)piperazin-1-yl)-5-methyl-7-oxo-[1,2,4]triazolo[1,5-a]pyrimidin-4(7H)-yl)-N-(4-(trifluoromethyl)phenyl)acetamide O1CCC(=CC1)C1=NN2C(N(C(=C(C2=O)N2CCN(CC2)C(C2=NC=CC(=C2O)C)=O)C)CC(=O)NC2=CC=C(C=C2)C(F)(F)F)=N1